[NH2+]=[NH2+] diazenediium